OC[C@H](C1=CC=CC=C1)NC1=NC(=NC=C1C1=NC(=NO1)C(F)(F)F)NC=1C=C2CCC(NC2=CC1)=O 6-[[4-[[(1S)-2-hydroxy-1-phenyl-ethyl]amino]-5-[3-(trifluoromethyl)-1,2,4-oxadiazol-5-yl]pyrimidin-2-yl]amino]-3,4-dihydro-1H-quinolin-2-one